1-(4-{5-[6-Ethoxy-5-(trifluoromethyl)pyridin-3-yl]-7-[{[1-(methoxymethyl)cyclopentyl]methyl}(methyl)amino]-1H-imidazo[4,5-b]pyridin-2-yl}phenyl)piperidin C(C)OC1=C(C=C(C=N1)C1=CC(=C2C(=N1)N=C(N2)C2=CC=C(C=C2)N2CCCCC2)N(C)CC2(CCCC2)COC)C(F)(F)F